CN=C(N([N+](=O)[O-])C)O dimethyl-nitroisourea